CC1CC(CC(=C1)C)C 2,4,6-trimethylcyclohex-3-ene